3-(1-oxo-5-(1-((4-oxo-3-(pyridin-2-yl)-3,4-dihydroquinazolin-6-yl)methyl)piperidin-4-yl)isoindolin-2-yl)piperidine-2,6-dione O=C1N(CC2=CC(=CC=C12)C1CCN(CC1)CC=1C=C2C(N(C=NC2=CC1)C1=NC=CC=C1)=O)C1C(NC(CC1)=O)=O